N-[(10-oxo-9,10-dihydro-9-oxa-10-phosphaphenanthrene-10-yl)methyl]-1,3,5-triazine-2,4,6-triamine O=P1(OC2=CC=CC=C2C=2C=CC=CC12)CNC1=NC(=NC(=N1)N)N